C12(CCC(C3=CC=CC=C13)=O)N=C1N(C=CC=C1)C2 3h-spiro[imidazo[1,2-a]pyridine-2,1'-naphthalene]-4'(3'h)-one